C1(=CC=CC=C1)C=1OC2=C(N1)C=CC=C2 2-phenyl-1H-benzo[d]oxazole